(S)-ortho-chlorophenylglycine ClC1=C([C@H](N)C(=O)O)C=CC=C1